FC1=CC=C(CC=2C(=NC=C(C(=O)N)C2)NCCN2CCCC2)C=C1 5-(4-fluorobenzyl)-6-((2-(pyrrolidin-1-yl)ethyl)amino)nicotinamide